6,10-dihydro-5H-pyrido[1,2-H][1,7]Naphthyridine N1=CC=CC=2CCN3C(C12)=CCC=C3